C(C)(=O)[O-].C(C)(=O)[O-].C(C)(C)(C)[Sn+2]C(C)(C)C di-t-butyl-tin diacetate